diethyl (E)-2-(N-methylbut-2-enamido)malonate CN(C(\C=C\C)=O)C(C(=O)OCC)C(=O)OCC